triethylene glycol dibenzoate (ethyl-2-[2-(2-benzoyloxyethoxy)ethoxy]benzoate) C(C)C=1C(=C(C(=O)O)C=CC1)OCCOCCOC(C1=CC=CC=C1)=O.C(C1=CC=CC=C1)(=O)O.C(C1=CC=CC=C1)(=O)O.C(COCCOCCO)O